C1OCCN2[C@@H]1CN(CC2)C2=CC=C1C3=NNC4=CN=C(C=5C(=CC=CC5COCCCOC2=C1)F)C=C34 5-[(9aR)-octahydropyrazino[2,1-c][1,4]oxazin-8-yl]-17-fluoro-7,11-dioxa-20,23,24-triazapentacyclo[17.5.2.12,6.013,18.022,25]heptacosa-1(24),2,4,6(27),13(18),14,16,19,21,25-decaene